O1C=CNCCC1 4,5,6,7-tetra-hydro-1,4-oxazepine